CN(CCCC(=O)[O-])C 4-(dimethylamino)butanoate